Thian-thian S1CCCCC1.S1CCCCC1